FC[C@H]1N(CC(C1)C1=CC=C(C=C1)C(F)(F)F)C1=CC=C(C#N)C=C1 4-((2S)-2-(fluoromethyl)-4-(4-(trifluoromethyl)phenyl)pyrrolidin-1-yl)benzonitrile